C(C1=CC=CC=C1)OC(NCCOC(=O)OCC(C)C)=O (2-((Isobutoxycarbonyl)oxy)ethyl)carbamic acid benzyl ester